N(O)=C(C=C(C(=O)[O-])C)CC 4-oximino-2-methyl-2-hexenoate